OC=1C(=NC=CC1OC)C(=O)N[C@@H](C)C(=O)O[C@@H](C)[C@@H](C)C1=CC=CC=C1 (2S,3s)-3-phenylbutan-2-yl (3-hydroxy-4-methoxypicolinoyl)-L-alaninate